FC(C1=NC=CC=C1SC=1C=2N(C=NC1)C=CN2)(F)F 8-((2-(Trifluoromethyl)pyridin-3-yl)thio)imidazo[1,2-c]pyrimidin